O=S1(O[C@H]2[C@H](COC[C@@H]2C2=C(C=CC(=C2)[N+](=O)[O-])S(=O)(=O)NC)O1)=O ((3aS,7S,7aR)-2,2-dioxidotetrahydro-3aH-[1,3,2]dioxathiolo[4,5-c]pyran-7-yl)-N-methyl-4-nitrobenzenesulfonamide